4,6-dimethoxy-N-(6-(trifluoromethyl)-4H-chromeno[4,3-d]thiazol-2-yl)pyrimidine-5-carboxamide COC1=NC=NC(=C1C(=O)NC=1SC2=C(N1)C=1C=CC=C(C1OC2)C(F)(F)F)OC